8-methylnon-4-ynal CC(CCC#CCCC=O)C